{tert-butylperoxy}-cyclohexane C(C)(C)(C)OOC1CCCCC1